C[Si](CCOCN1C=CC2=C1N=CN=C2)(C)C 7-[2-(trimethylsilyl)ethoxy]methyl-7H-pyrrolo[2,3-d]pyrimidine